tert-butyl 3',7'-di(azetidin-1-yl)-5-chloro-3-oxo-3H-dispiro[isobenzofuran-1,10'-dibenzo[b,e]siline-5',1''-silinane]-6-carboxylate N1(CCC1)C=1C=CC2=C(C1)[Si]1(CCCCC1)C1=C(C23OC(C2=CC(=C(C=C23)C(=O)OC(C)(C)C)Cl)=O)C=CC(=C1)N1CCC1